C(C)(C)(C)OC(=O)N1C(CN(CC1)CC1=CC=CC=C1)CC(=O)N(C)OC 4-benzyl-2-(2-(methoxy(methyl)amino)-2-oxoethyl)piperazine-1-carboxylic acid tert-butyl ester